(2-fluoro-4-methoxy-3-(methoxycarbonyl)phenyl)-2,5-dihydro-1H-pyrrole-1-carboxylic acid tert-butyl ester C(C)(C)(C)OC(=O)N1C(C=CC1)C1=C(C(=C(C=C1)OC)C(=O)OC)F